5-chloro-N4-methyl-N2-(1-methyl-1H-indazol-4-yl)pyrimidine-2,4-diamine ClC=1C(=NC(=NC1)NC1=C2C=NN(C2=CC=C1)C)NC